(6-heptyl-3-methyl-1-oxa-4-azaspiro[4.4]nonan-3-yl)methanol C(CCCCCC)C1C2(NC(CO2)(C)CO)CCC1